FC(C(=O)O)(C1(CCCC1)O)F 2,2-difluoro-2-(1-hydroxycyclopentyl)acetic acid